1-(4-chloro-5-methylthiophene-2-yl)ethan-1-one tert-butyl-(3S,4s,5R)-4-(4-bromo-2-chlorophenyl)-4-hydroxy-3,5-dimethylpiperidine-1-carboxylate C(C)(C)(C)OC(=O)N1C[C@@H](C([C@@H](C1)C)(O)C1=C(C=C(C=C1)Br)Cl)C.ClC=1C=C(SC1C)C(C)=O